ClC1=C(C=CC=C1)C1=NOC(=C1COC1C[C@H]2CC[C@@H](C1)N2C(=O)N2CCC1=CC=C(C=C21)C(=O)O)C2CC2 1-((1R,3R,5S)-3-((3-(2-chlorophenyl)-5-cyclopropylisoxazol-4-yl)methoxy)-8-azabicyclo[3.2.1]octane-8-carbonyl)indoline-6-carboxylic acid